(E)-4-((1-(3,5-difluoro-4-((6S,8R)-8-methyl-7-(2,2,2-trifluoroethyl)-6,7,8,9-tetrahydro-3H-pyrazolo[4,3-f]isoquinolin-6-yl)phenoxy)-2-methylpropan-2-yl)amino)-N,N-dimethylbut-2-enamide FC=1C=C(OCC(C)(C)NC/C=C/C(=O)N(C)C)C=C(C1[C@H]1N([C@@H](CC2=C3C(=CC=C12)NN=C3)C)CC(F)(F)F)F